tributyl-(4-vinylbenzyl)phosphonium C(CCC)[P+](CC1=CC=C(C=C1)C=C)(CCCC)CCCC